COC(C)C1=C(C=NC2=CC=C(N=C12)C)NC(=O)NC=1C=NC(=C(C1)C(F)(F)F)N1N=CC=N1 N-(4-(1-methoxyethyl)-6-methyl-1,5-naphthyridine-3-yl)-N'-(6-(2H-1,2,3-triazole-2-yl)-5-(trifluoromethyl)pyridine-3-yl)urea